FC1=C2C=CN(C2=CC=C1)C1CCC(CC1)N1CCN(CC1)C1=CC=C(N=N1)C(=O)NC 6-[4-[4-(4-fluoroindol-1-yl)cyclohexyl]piperazin-1-yl]-N-methylpyridazine-3-carboxamide